[Si](C1=CC=CC=C1)(C1=CC=CC=C1)(C(C)(C)C)OCC1N(CC1=O)C(=O)OC(C)(C)C tert-butyl 2-(((tert-butyldiphenylsilyl)oxy)methyl)-3-oxoazetidine-1-carboxylate